ClC1=C(CN2N=C(N=C2)C(=O)N[C@H]2C=3N(C4=C(CC2)C=CC=C4)C(=CN3)C)C(=CC=C1)Cl |r| (±)-1-(2,6-Dichlorobenzyl)-N-(1-methyl-5,6-dihydro-4H-benzo[f]imidazo[1,2-a]azepin-4-yl)-1H-1,2,4-triazole-3-carboxamide